2-[methyl({4-phenyl-6-[2-(quinoxalin-6-yl)ethyl]quinolin-2-yl})amino]acetic acid CN(CC(=O)O)C1=NC2=CC=C(C=C2C(=C1)C1=CC=CC=C1)CCC=1C=C2N=CC=NC2=CC1